ClSC(C(=O)O)(C1=CC=CC=C1)Cl dichlorophenylthioglycolic acid